6-Chloro-3-[1-[2-(3,4-difluorophenyl)-3-methyl-4-oxo-6-(trifluoromethyl)chromen-8-yl]ethylamino]-N-methylsulfonyl-pyridine-2-carboxamide ClC1=CC=C(C(=N1)C(=O)NS(=O)(=O)C)NC(C)C=1C=C(C=C2C(C(=C(OC12)C1=CC(=C(C=C1)F)F)C)=O)C(F)(F)F